1-[3-(4-Bromo-2-methyl-2H-pyrazol-3-yl)-4-methoxy-phenyl]-3-naphthalen-1-yl-urea BrC1=C(N(N=C1)C)C=1C=C(C=CC1OC)NC(=O)NC1=CC=CC2=CC=CC=C12